FC(C=1C=C(C=2N(C1)C(=NN2)NC(C(=O)N=CN(C)C)=C)C(F)(F)F)(F)F (2R)-2-[[6,8-bis(trifluoromethyl)-[1,2,4]triazolo[4,3-a]pyridin-3-yl]amino]-N-(dimethylaminomethylene)acrylamide